ClC=1C=C(C=2CC[C@H](CC2C1)N1[C@@H](C[C@@H](C1)COC1=CC=C(C=C1)S(=O)(=O)CCCS(=O)(=O)C)C)C#N (6R)-3-chloro-6-[(2R,4S)-4-{[4-(3-methanesulfonylpropanesulfonyl)phenoxy]methyl}-2-methylpyrrolidin-1-yl]-5,6,7,8-tetrahydronaphthalene-1-carbonitrile